2-(carbamimidamido-imino)-3-phenylpropanoic acid N(C(=N)N)N=C(C(=O)O)CC1=CC=CC=C1